CC1=CC=CC(=N1)[C@H]1CNC(CO1)([2H])[2H] (R)-2-(6-methylpyridin-2-yl)morpholin-5,5-d2